4-methoxy-2-fluoro-L-phenylalanine COC1=CC(=C(C[C@H](N)C(=O)O)C=C1)F